COC(=O)C1=C(C2=C(N=C(C(N2C2=CC=C3C=CN(C3=C2)C2=CC=CC=C2)=O)N)S1)C(F)(F)F Methyl-3-amino-2-oxo-1-(1-phenyl-1H-indol-6-yl)-7-(trifluoromethyl)-1,2-dihydrothieno[2,3-b]pyrazine-6-carboxylate